(1S,2R,5R)-3-(2-(2-amino-3-bromoquinolin-7-yl)ethyl)-5-(4-amino-7H-pyrrolo[2,3-d]pyrimidin-7-yl)cyclopent-3-ene-1,2-diol NC1=NC2=CC(=CC=C2C=C1Br)CCC=1[C@H]([C@H]([C@@H](C1)N1C=CC2=C1N=CN=C2N)O)O